3-(2-Fluorophenoxymethyl)-2-(2-methyl-5-phenyl-1,3-thiazol-4-carbonyl)-2-azabicyclo[3.1.1]heptan FC1=C(OCC2N(C3CC(C2)C3)C(=O)C=3N=C(SC3C3=CC=CC=C3)C)C=CC=C1